C(#N)[C@H](C[C@H]1C(NCCC1)=O)NC(OCC1=CC=CC=C1)=O benzyl ((S)-1-cyano-2-((S)-2-oxopiperidin-3-yl)ethyl)carbamate